(1R,2S,5S)-N-[cyano(phthalazin-1-yl)methyl]-3-[(2S)-3,3-dimethyl-2-[[2-(3-pyridyl)acetyl]amino]butanoyl]-6,6-dimethyl-3-azabicyclo[3.1.0]hexane-2-carboxamide C(#N)C(NC(=O)[C@@H]1[C@H]2C([C@H]2CN1C([C@H](C(C)(C)C)NC(CC=1C=NC=CC1)=O)=O)(C)C)C1=NN=CC2=CC=CC=C12